NC(CO)(CO)CC 2-amino-2-ethyl-1,3-propylene glycol